N1C(=NC2=C1C=CC=C2)C2=CC(=NN2C)NC(=O)C=2C=NC(=CC2)N2CC(OCC2)CO N-[5-(1H-benzimidazol-2-yl)-1-methyl-pyrazol-3-yl]-6-[2-(hydroxymethyl)morpholin-4-yl]pyridine-3-carboxamide